1-(3-bromo-2-{[1-(p-chlorophenyl)-3-pyrazolyloxy](2H2)methyl}phenyl)-4-methyl-1,4-dihydro-5-tetraazolone BrC=1C(=C(C=CC1)N1N=NN(C1=O)C)C([2H])([2H])OC1=NN(C=C1)C1=CC=C(C=C1)Cl